C(CCCCCCCC)(=O)OCC(CO)CO 3-hydroxy-2-(hydroxymethyl)propyl nonanoate